5-(3-chloropiperazin-1-yl)-7-methyl-2,3-dihydro-1,4-benzodioxine ClC1CN(CCN1)C1=CC(=CC=2OCCOC21)C